(2,2-Dimethyl-1,3-dioxolan-4-yl)methylprop-2-enoat CC1(OCC(O1)COC(C=C)=O)C